2-[4-[8-chloro-7-[2-methyl-3-(2-trimethylsilylethoxymethyl) benzimidazol-5-yl]Oxy-quinoxalin-2-yl]Pyrazol-1-yl]Ethyl acetate C(C)(=O)OCCN1N=CC(=C1)C1=NC2=C(C(=CC=C2N=C1)OC1=CC2=C(N=C(N2COCC[Si](C)(C)C)C)C=C1)Cl